(2Z,2'Z)-3,3'-(2,5-dimethoxy-1,4-phenylene)bis(2-(4-(4-bromobutoxy)phenyl)acrylonitrile) COC1=C(C=C(C(=C1)\C=C(/C#N)\C1=CC=C(C=C1)OCCCCBr)OC)\C=C(/C#N)\C1=CC=C(C=C1)OCCCCBr